BrCCCCC\C=C/CCO (3Z)-9-bromo-3-nonen-1-ol